(E)-1-(5,6-dimethoxyisoindolin-2-yl)-3-(2-(pyridin-4-yl)imidazo[1,2-a]pyridin-3-yl)prop-2-en-1-one COC=1C=C2CN(CC2=CC1OC)C(\C=C\C1=C(N=C2N1C=CC=C2)C2=CC=NC=C2)=O